(S)-2-chloro-4-((1-methoxypropan-2-yl)oxy)-5-nitropyridine ClC1=NC=C(C(=C1)O[C@H](COC)C)[N+](=O)[O-]